2-(5-(4-bromophenyl)-3-(3-bromophenyl)-4,5-dihydro-1H-pyrazol-1-yl)-4-methylthiazole BrC1=CC=C(C=C1)C1CC(=NN1C=1SC=C(N1)C)C1=CC(=CC=C1)Br